4-methyl-2-oxo-pentanoate CC(CC(C(=O)[O-])=O)C